3-((benzyloxy)methyl)-4-((tert-butyldiphenylsilyl)oxy)dihydrofuran-2(3H)-one C(C1=CC=CC=C1)OCC1C(OCC1O[Si](C1=CC=CC=C1)(C1=CC=CC=C1)C(C)(C)C)=O